NC=1N=CC(=NC1C1=NC2=C(N1)C=CC=C2)C=2C=CC(=C(C2)C(=O)N2CCOCC2)F (5-(5-amino-6-(1H-benzo[d]imidazol-2-yl)pyrazin-2-yl)-2-fluorophenyl)(morpholino)methanone